FC=1C=C(C=NC1)NC(=O)C1=NC(=C2N1C=CC=C2)N2C=NC=C2 N-(5-fluoropyridin-3-yl)-1-(1H-imidazol-1-yl)imidazo[1,5-a]pyridine-3-carboxamide